gold(III) chloride trihydrate O.O.O.[Au](Cl)(Cl)Cl